C(C)(C)(C)N(C(O)=O)C1C(N(CC1)CC(F)(F)F)=O.NC1C(N(CC1)CC(F)(F)F)=O 3-Amino-1-(2,2,2-trifluoroethyl)pyrrolidin-2-one tert-Butyl-(2-oxo-1-(2,2,2-trifluoroethyl)pyrrolidin-3-yl)carbamate